N-nonyl-1-(thieno[2,3-d]pyrimidine-4-yl)piperidin-4-amine C(CCCCCCCC)NC1CCN(CC1)C=1C2=C(N=CN1)SC=C2